C(C)(C)(C)C1N(CCC[C@H](C1)N1C(N(CC2=C1C=C(N=C2)NCC2=C(C=C(C=C2)OC)OC)C2=C(C=CC=C2C)F)=O)C(=O)O.C(C(C)C)N[C@@H](CC(=O)O)C(=O)O N-isobutyl-aspartic acid tert-butyl-(4R)-4-[7-[(2,4-dimethoxyphenyl)methylamino]-3-(2-fluoro-6-methyl-phenyl)-2-oxo-4H-pyrido[4,3-d]pyrimidin-1-yl]azepane-1-carboxylate